N-phenyl-N-methylpyrrolidinium C1(=CC=CC=C1)[N+]1(CCCC1)C